COC1=C(C=CC(=C1)OC)CNC=1C2=C(N=CN1)N(C=C2C2=NN(C=C2)C)C=2C=C(C=NC2)CCC2=CC=C1C=CC(=NC1=C2)NC 7-{2-[5-(4-{[(2,4-dimethoxyphenyl)methyl]amino}-5-(1-methyl-1H-pyrazol-3-yl)-7H-pyrrolo[2,3-d]pyrimidin-7-yl)pyridin-3-yl]ethyl}-N-methylquinolin-2-amine